NC=1C(=C(C=CC1)C=1N=C(SC1C1=NC(=NC=C1)Cl)C1CCN(CC1)C(CN1CCC2(CN(C2)C(=O)OC(C)(C)C)CC1)=O)F tert-butyl 7-(2-[4-[4-(3-amino-2-fluorophenyl)-5-(2-chloropyrimidin-4-yl)-1,3-thiazol-2-yl]piperidin-1-yl]-2-oxoethyl)-2,7-diazaspiro[3.5]nonane-2-carboxylate